C(C(C)(C)C)(=O)OCOC1=C(C(=CC(=C1)CCCCC)O)C1=C(C=CC(=C1)C)C(=C)C ((6-hydroxy-5'-methyl-4-pentyl-2'-(prop-1-en-2-yl)-[1,1'-biphenyl]-2-yl)oxy)methyl pivalate